C(C1=CC=CC=C1)OC1CC(C1)O 3-benzyl-oxycyclobutanol